FC1=CC(=CC=2C=3N(CCOC21)C=NC3)C(=O)[O-].[Li+] lithium 8-fluoro-5,6-dihydrobenzo[f]imidazo[1,5-d][1,4]oxazepine-10-carboxylate